O=C1NC(CCC1C1=CC=C(C=C1)NC(CN1[C@H](CN(C[C@H]1C)C(=O)OC(C)(C)C)C)=O)=O tert-butyl (3s,5r)-4-(2-((4-(2,6-dioxopiperidin-3-yl) phenyl) amino)-2-oxoethyl)-3,5-dimethylpiperazine-1-carboxylate